2-(PENT-4-ENYLOXY)ACETIC ACID C(CCC=C)OCC(=O)O